C1(CC1)[C@H](C(C)(C)O)N1C(C2=C(C=CC=C2C1)C1=CC(=C(C=C1)C=1OC(=NN1)C)OC)=O (R)-2-(1-cyclopropyl-2-hydroxy-2-methylpropyl)-7-(3-methoxy-4-(5-methyl-1,3,4-oxadiazol-2-yl)phenyl)isoindolin-1-one